COC(=O)C=1N=C(C=2N(C1)C=C(N2)C)CC.NCCNC(COC2C#CCCCCC2)=O N-(2-aminoethyl)-2-(cyclooct-2-yn-1-yloxy)acetamide methyl-8-ethyl-2-methylimidazo[1,2-a]pyrazine-6-carboxylate